Cl.C(#N)C1=C(C=CC(=C1OC=1C=C2C(N(C=NC2=CC1)C=1C=NC(=NC1)N1CCNCC1)=O)F)NS(=O)(=O)N1C[C@@H](CC1)F (3R)-N-[2-cyano-4-fluoro-3-({4-oxo-3-[2-(piperazin-1-yl)pyrimidin-5-yl]quinazolin-6-yl}oxy)phenyl]-3-fluoropyrrolidine-1-sulfonamide hydrochloride